ethyl 2-[[4-(4-dimethylamino-1-piperidinyl)-6-[[[4-(methylsulfonyl) phenyl] methyl] amino]-2-pyrimidinyl] amino]-4-methyl-5-thiazolecarboxylate CN(C1CCN(CC1)C1=NC(=NC(=C1)NCC1=CC=C(C=C1)S(=O)(=O)C)NC=1SC(=C(N1)C)C(=O)OCC)C